C(C=C)(=O)OCCNCS(=O)(=O)C(C(C(C(C(C(C(C(F)(F)F)(F)F)(F)F)(F)F)(F)F)(F)F)(F)F)(F)F 2-propenoic acid, 2-[[(heptadecafluorooctyl)sulfonyl]methylamino]ethyl ester